2,4'-bithiazole S1C(=NC=C1)C=1N=CSC1